2-(Pyrrolidin-3-yl)ethane-1-ol hydrochloride Cl.N1CC(CC1)CCO